oxo-5-(tetrahydro-2H-pyran-4-yl)-1-((2-(trimethylsilyl)ethoxy)methyl)-4,5-dihydro-1H-pyrazolo[4,3-c]pyridine-7-carboxylic acid methyl ester COC(=O)C=1C2=C(C(N(C1)C1CCOCC1)=O)C=NN2COCC[Si](C)(C)C